(4-butylphenyl)-diphenylamine C(CCC)C1=CC=C(C=C1)N(C1=CC=CC=C1)C1=CC=CC=C1